3-{8-Azabicyclo[3.2.1]octan-3-yl}-N-[(5-chlorothiophen-2-yl)methyl]-1H-pyrazol-5-amin C12CC(CC(CC1)N2)C2=NNC(=C2)NCC=2SC(=CC2)Cl